3,6-bis(hydroxyimino)cyclohexa-1,4-diene-1-carboxylic acid ON=C1C=C(C(C=C1)=NO)C(=O)O